1-(9-(7-(2-aminobenzo[d]thiazol-4-yl)-6-chloro-8-fluoro-2-((tetra-hydro-1H-pyrrolizin-7a(5H)-yl)-methoxy)quinazolin-4-yl)-3,9-diazabicyclo[4.2.1]nonan-3-yl)-prop-2-en-1-one NC=1SC2=C(N1)C(=CC=C2)C2=C(C=C1C(=NC(=NC1=C2F)OCC21CCCN1CCC2)N2C1CN(CCC2CC1)C(C=C)=O)Cl